The molecule is a D-alpha-amino acid anion which is obtained from (3S)-3-hydroxy-D-aspartic acid by formal deprotonation of both carboxyl groups and protonation of the amino group. It is a D-alpha-amino acid anion and a dicarboxylic acid anion. It is a conjugate base of a (3S)-3-hydroxy-D-aspartic acid. It is an enantiomer of a (3R)-3-hydroxy-L-aspartate(1-). [C@@H]([C@@H](C(=O)[O-])O)(C(=O)[O-])[NH3+]